6-(3,4-Dimethoxyphenyl)-2-(4-methoxybenzyl)-4-(trifluoromethyl)-4,5-dihydropyridazin-3(2H)-one COC=1C=C(C=CC1OC)C=1CC(C(N(N1)CC1=CC=C(C=C1)OC)=O)C(F)(F)F